(2-(ethoxymethoxy)-5-(2,4,4-trimethylpentan-2-yl)phenyl)trimethylsilane C(C)OCOC1=C(C=C(C=C1)C(C)(CC(C)(C)C)C)[Si](C)(C)C